C(C1=CC=CC=C1)NC([C@@H]([C@@H](C=C)OC1CCCCC1)C1=CC=CC2=CC=CC=C12)=O (2R,3R)-N-benzyl-3-(cyclohexyloxy)-2-(naphthalen-1-yl)pent-4-enamide